4-(1H-pyrrolo[2,3-b]pyridin-5-yl)morpholine N1C=CC=2C1=NC=C(C2)N2CCOCC2